C(C)(C)(C)OC(=O)NC(CCN(C(O)=O)CCCCCCCC(C)NC(=O)OC(C)(C)C)C (3-((tert-butoxycarbonyl)amino)butyl)(8-((tert-butoxycarbonyl)amino)nonyl)carbamic acid